CC12C3C(C(C=C1)C2)C(=O)OC3=O methyl-bicyclo[2.2.1]Hept-5-en-2,3-dicarboxylic acid anhydride